NC1CCN(CC1)C1=C(C=NC2=CC=C(C=C12)C=1C(=C(C#N)C=CC1)OCOCCOC)C1=CC(=CC(=C1)F)F 3-[4-(4-Aminopiperidin-1-yl)-3-(3,5-difluorophenyl)quinolin-6-yl]-2-[(2-methoxyethoxy)methoxy]benzonitrile